C(C)(=O)[O-].C(C)[Hg+] Ethyl-mercury acetate